C(C)(C)(C)OC(=O)NC1=NC=CC(=N1)C1=C(N=C(S1)CCC1CCN(CC1)C(=O)OC(C)(C)C)C1=C(C(=CC=C1)NS(=O)(=O)CCC)F tert-butyl 4-[2-(5-{2-[(tert-butoxycarbonyl)amino]pyrimidin-4-yl}-4-[2-fluoro-3-(propane-1-sulfonamido)phenyl]-1,3-thiazol-2-yl)ethyl]piperidine-1-carboxylate